4-(1-(Difluoromethoxy)ethyl)-N'-((1,2,3,5,6,7-hexahydro-s-indacen-4-yl)carbamoyl)benzenesulfonimidamide FC(OC(C)C1=CC=C(C=C1)S(=O)(N)=NC(NC1=C2CCCC2=CC=2CCCC12)=O)F